FC1=C(C(=O)NCC2CCC(CC2)N2N=C3C=C(C=CC3=C2)C=2C=NN(C2)C)C=C(C(=C1F)O)F 2,3,5-Trifluoro-4-hydroxy-N-({(1r,4r)-4-[6-(1-methyl-1H-pyrazol-4-yl)-2H-indazol-2-yl]cyclohexyl}methyl)benzamide